C(=O)(OC(C)(C)C)ON=C(C#N)C1=CC=CC=C1 2-(Boc-oxyimino)2-phenylacetonitrile